C(C)C1=NN=C(O1)C=1C(=NC(=NC1)NC1=CC(=C(C(=O)N(C)C)C=C1)C)N[C@H](CO)C1=CC=CC=C1 4-[[5-(5-ethyl-1,3,4-oxadiazol-2-yl)-4-[[(1S)-2-hydroxy-1-phenyl-ethyl]amino]pyrimidin-2-yl]amino]-N,N,2-trimethyl-benzamide